7-fluoro-2-(1-fluoropropyl)-5-phenyl-6,7-dihydro-5H-pyrrolo[1,2-b][1,2,4]triazole FC1CC(N2N=C(N=C21)C(CC)F)C2=CC=CC=C2